BrC1=C(CCC2=CC=C(C=C12)Br)C=O 1,7-dibromo-3,4-dihydronaphthalene-2-carbaldehyde